2-ethoxy-N-ethylamine peracetate C(C)(=O)OO.C(C)OCCN